S(=O)(=O)(O)C1=C(C=C(C(=C1)C(=O)O)C(=O)O)C(=O)O 5-sulfo-1,2,4-benzenetricarboxylic acid